perfluoro(5-methyl-3,6-dioxanon-1-ene) FC(=C(OC(C(OC(C(C(F)(F)F)(F)F)(F)F)(C(F)(F)F)F)(F)F)F)F